3-fluoro-4-(piperidin-4-yl)phenol hydrochloride salt Cl.FC=1C=C(C=CC1C1CCNCC1)O